3-(2-((hexanoyloxy)methoxy)-2,2-diphenylacetoxy)spiro[bicyclo[3.2.1]octane-8,1'-pyrrolidin]-8-ium chloride [Cl-].C(CCCCC)(=O)OCOC(C(=O)OC1CC2CCC(C1)[N+]21CCCC1)(C1=CC=CC=C1)C1=CC=CC=C1